Ethane-1,2-diyl bis(2-diazo-2-(4-methoxyphenyl)acetate) [N+](=[N-])=C(C(=O)OCCOC(C(C1=CC=C(C=C1)OC)=[N+]=[N-])=O)C1=CC=C(C=C1)OC